N-(6-amino-5-ethylpyridin-3-yl)-2-((2R,5S)-5-methyl-2-(2-(2-(pyrrolidin-1-yl)propyl)benzo[d]thiazol-5-yl)piperidin-1-yl)-2-oxoacetamide NC1=C(C=C(C=N1)NC(C(=O)N1[C@H](CC[C@@H](C1)C)C=1C=CC2=C(N=C(S2)CC(C)N2CCCC2)C1)=O)CC